CC1=NC(=CC(=N1)NC1=NN2C(C=C(C=C2)C2=C(C=NC(=C2)OCCF)OCC(C#N)(C)C)=C1)C 3-[[4-[2-[(2,6-dimethylpyrimidin-4-yl)amino]pyrazolo[1,5-a]pyridin-5-yl]-6-(2-fluoroethoxy)-3-pyridyl]oxy]-2,2-dimethyl-propanenitrile